[K+].C(C(=C)C)(=O)OCCCS(=O)(=O)[O-] 3-(Methacryloyloxy)propane-1-sulfonic acid potassium salt